2-chloroquinoxaline-6-carboxylic acid methyl ester COC(=O)C=1C=C2N=CC(=NC2=CC1)Cl